N[C@@H]1CC=CC[C@H]1C1=C(C2=NC(=CC(=C2S1)NCC=1SC=CC1)Cl)Cl 2-((1r,6r)-6-aminocyclohex-3-en-1-yl)-3,5-dichloro-N-(thiophen-2-ylmethyl)thieno[3,2-b]pyridin-7-amine